(5-(2,4-difluorophenoxy)pyrazin-2-yl)-2-((S)-2-(6-methoxypyridin-3-yl)morpholino)propanamide FC1=C(OC=2N=CC(=NC2)C(C(=O)N)(C)N2C[C@@H](OCC2)C=2C=NC(=CC2)OC)C=CC(=C1)F